3-bromo-5-[3-fluoro-4-(trifluoromethoxy)phenoxy]-1-(prop-2-yl)-1,2,4-triazole BrC1=NN(C(=N1)OC1=CC(=C(C=C1)OC(F)(F)F)F)C(C)C